BrC1=CC=C(C=C1)C1=NC(=CC(=C1)C1=CC=C(C=C1)Br)C1=CC=C(C=C1)Br 2,4,6-tri(4-bromophenyl)pyridine